OC1=C(C(=O)O)C(=CC=C1NC(C)C)O 2,6-dihydroxy-3-isopropylaminobenzoic acid